tert-butyl 4-((R)-4-(5-chloro-4-(((R)-1-(2,4-dichlorophenyl)ethyl)amino)pyrimidin-2-yl)-2-methylpiperazine-1-carbonyl)piperazine-1-carboxylate ClC=1C(=NC(=NC1)N1C[C@H](N(CC1)C(=O)N1CCN(CC1)C(=O)OC(C)(C)C)C)N[C@H](C)C1=C(C=C(C=C1)Cl)Cl